1-(4-{3-azabicyclo[3.1.1]heptan-3-yl}pyridin-2-yl)-N-(1-methylindazol-7-yl)pyrazole-4-sulfonamide C12CN(CC(C1)C2)C2=CC(=NC=C2)N2N=CC(=C2)S(=O)(=O)NC=2C=CC=C1C=NN(C21)C